(2R,4S)-1-tert-butyl 2-methyl 4-hydroxypyrrolidine-1,2-dicarboxylate O[C@H]1C[C@@H](N(C1)C(=O)OC(C)(C)C)C(=O)OC